(2R,7aS)-7a-(((tert-Butyldiphenylsilyl)oxy)methyl)-2-fluoro-6-methylenehexahydro-1H-pyrrolizine [Si](C1=CC=CC=C1)(C1=CC=CC=C1)(C(C)(C)C)OC[C@]12CC(CN2C[C@@H](C1)F)=C